ClC1=CC=C(C(=N1)NC(OC)=O)[N+](=O)[O-] methyl (6-chloro-3-nitropyridin-2-yl)carbamate